3-fluoro-4-(methylsulfonyl)benzonitrile FC=1C=C(C#N)C=CC1S(=O)(=O)C